FC=1C(=C(C=CC1F)C1C(SC(C1)(C(F)(F)F)C)C(=O)NC1=CC2=C(B(OCC2)O)C=C1)OC 3-(3,4-difluoro-2-methoxyphenyl)-N-(1-hydroxy-1,3-dihydrobenzo[c][1,2]oxaborin-6-yl)-5-methyl-5-(trifluoromethyl)tetrahydrothiophene-2-carboxamide